2-(5-(4-(2-(6-oxa-3-azabicyclo[3.1.1]heptan-3-yl)ethoxy)-2-fluorophenyl)pyridin-2-yl)-N-benzylacetamide C12CN(CC(O1)C2)CCOC2=CC(=C(C=C2)C=2C=CC(=NC2)CC(=O)NCC2=CC=CC=C2)F